ClC=1C(=NC(=NC1)NC1=CNOC=C1)C1=CC(=C2CN(C(C2=C1)=O)CC(=O)N[C@H](CO)C1=NC(=CC=C1)OC)F 2-(6-{5-chloro-2-[(oxazin-4-yl)amino]pyrimidin-4-yl}-4-fluoro-1-oxo-2,3-dihydro-1H-isoindol-2-yl)-N-[(1S)-2-hydroxy-1-(6-methoxypyridin-2-yl)ethyl]acetamide